C(OC(C(C)C)OOCCCCC)([O-])=O Pentylperoxyisobutyl monocarbonate